CNC(C(=O)O)CCCC(=O)O 2-(methylamino)hexanedioic acid